ClC1=C(C=NC2=NC(=CC=C12)OC)C=O 4-chloro-7-methoxy-1,8-naphthyridine-3-carbaldehyde